Methyl 4-((4-(2-(methylamino)ethyl)phenyl)carbamoyl)-3-(4-oxo-4H-chromene-2-carboxamido)benzoate trifluoroacetate FC(C(=O)O)(F)F.CNCCC1=CC=C(C=C1)NC(=O)C1=C(C=C(C(=O)OC)C=C1)NC(=O)C=1OC2=CC=CC=C2C(C1)=O